ClC1=C(C=CC=C1Cl)N1C(=NC=C(C1=O)C)C (2,3-dichlorophenyl)-2,5-dimethyl-4(3H)-pyrimidinone